Cl.Cl.O=C1NC(CCC1N1C(C2=CC=C(C=C2C1=O)N1CCNCC1)=O)=O 2-(2,6-dioxopiperidin-3-yl)-5-(piperazin-1-yl)isoindoline-1,3-dione dihydrochloride